COC1=CC2=CC=CC=C2C=C1OC 2,3-Dimethoxynaphthalene